2-(6-(4-(3,3-difluoro-4-(piperazin-1-yl)piperidin-1-yl)phenyl)-4-fluoro-1-oxoisoindolin-2-yl)-2-(6,7-dihydro-5H-pyrrolo[1,2-c]imidazol-1-yl)-N-(thiazol-2-yl)acetamide FC1(CN(CCC1N1CCNCC1)C1=CC=C(C=C1)C1=CC(=C2CN(C(C2=C1)=O)C(C(=O)NC=1SC=CN1)C1=C2N(C=N1)CCC2)F)F